CC=1C=C(C=CC1C)C=1NC(C=2N(C1)N=C(C2C(F)(F)F)C(=O)NC2(CN(C2)C(=O)OC(C)(C)C)C2=CC=C(C=C2)F)=O tert-butyl 3-{[6-(3,4-dimethylphenyl)-4-oxo-3-(trifluoromethyl)-4,5-dihydropyrazolo-[1,5-a]pyrazine-2-carbonyl]amino}-3-(4-fluorophenyl)azetidine-1-carboxylate